(2R,2'R)-3,3'-disulfanediylbis(2-amino-3-methylbutanoic acid) S(SC([C@@H](C(=O)O)N)(C)C)C([C@@H](C(=O)O)N)(C)C